2-[(2E)-3,7-dimethylocta-2,6-dien-1-yl]-5-hexylbenzene-1,3-diol C\C(=C/CC1=C(C=C(C=C1O)CCCCCC)O)\CCC=C(C)C